((1r,4S)-4-((tert-butoxycarbonyl)amino)cyclohexyl)methyl-L-alanine C(C)(C)(C)OC(=O)NC1CCC(CC1)CN[C@@H](C)C(=O)O